N1C=C(C2=CC=CC=C12)CCCC(=O)O 3-indolebutyric acid